C=CC1=CC=CC=C1 (1R)-styrene